Tert-butyl-6-(tetrahydrofuran-3-yl)-6H-thieno[2,3-b]pyrrole-5-carbaldehyde C(C)(C)(C)C1=CC2=C(N(C(=C2)C=O)C2COCC2)S1